(±)-2-(2-(7-Bromo-4-fluorobenzofuran-5-yl)-4-methyl-3,4-dihydro-2H-benzo[b][1,4]oxazin-8-yl)acetic acid methyl ester COC(CC1=CC=CC2=C1O[C@@H](CN2C)C=2C=C(C1=C(C=CO1)C2F)Br)=O |r|